(3-fluoro-4-(5-methyl-3-(trifluoromethyl)-1H-pyrazol-1-yl)phenyl)methanamine FC=1C=C(C=CC1N1N=C(C=C1C)C(F)(F)F)CN